ClC=1C=C(C=CC1)N1CCN(C2=CC=CC=C12)C(CN1CCCC1)=O 1-(4-(3-chlorophenyl)-3,4-dihydroquinoxaline-1(2H)-yl)-2-(pyrrolidin-1-yl)ethan-1-one